(2S,3S,5S,6S,7S,8S)-4-((S*)-6-(2-bromo-3,4-difluorophenyl)-5-(ethoxycarbonyl)-2-(thiazol-2-yl)-3,6-dihydropyrimidin-4-yl)cubane-1-carboxylic Acid BrC1=C(C=CC(=C1F)F)[C@@H]1C(=C(NC(=N1)C=1SC=CN1)C12C3C4C5(C(C14)C2C53)C(=O)O)C(=O)OCC